1-[4-[8-chloro-7-[2-methyl-3-(2-trimethylsilylethoxymethyl)benzimidazol-5-yl]oxy-quinoxalin-2-yl]pyrazol-1-yl]-2-methyl-propan-2-ol ClC=1C(=CC=C2N=CC(=NC12)C=1C=NN(C1)CC(C)(O)C)OC1=CC2=C(N=C(N2COCC[Si](C)(C)C)C)C=C1